copper zinc ammonium arsenate [As]([O-])([O-])([O-])=O.[NH4+].[Zn+2].[Cu+2]